C1(=CC=CC=C1)C(C)C1=CC=C(C=C1)O 4-(1-phenyl-ethyl)phenol